2,8,9-trimethyl-7-(3-(1-(tetrahydro-2H-pyran-4-yl)-1H-pyrazol-4-yl)-7,8-dihydro-1,6-naphthyridin-6(5H)-yl)-4H-pyrimido[1,2-b]pyridazin-4-one CC=1N=C2N(N=C(C(=C2C)C)N2CC=3C=C(C=NC3CC2)C=2C=NN(C2)C2CCOCC2)C(C1)=O